2-amino-3,3-dimethylbutan-1-ol NC(CO)C(C)(C)C